1-(4-(Trifluoromethyl)phenyl)urea FC(C1=CC=C(C=C1)NC(=O)N)(F)F